[Si](C)(C)(C(C)(C)C)O[C@H]1COC2C1OC[C@@H]2O (3S,6S)-6-[t-butyl(dimethyl)silyl]oxy-2,3,3a,5,6,6a-hexahydrofuro[3,2-b]furan-3-ol